FC(S(=O)(=O)OC1=CC(N(C=C1C(N[C@H](C)C1=C(C(=CC=C1)C(F)F)F)=O)C1(CC1)C(F)F)=O)(F)F (R)-5-((1-(3-(difluoromethyl)-2-fluorophenyl)ethyl)carbamoyl)-1-(1-(difluoromethyl)cyclopropyl)-2-oxo-1,2-dihydropyridin-4-yl trifluoromethanesulfonate